C(C)(C)(C)OC(=O)N1C=CC2=CC(=CC=C12)C1=CC2=C(N(C(S2)=O)CC2=NC=C(C=C2)C=2OC(=NN2)C(F)F)C=C1 5-(3-((5-(5-(difluoromethyl)-1,3,4-oxadiazol-2-yl)pyridin-2-yl)methyl)-2-oxo-2,3-dihydrobenzo[d]thiazol-6-yl)-1H-indole-1-carboxylic acid tert-butyl ester